8-chloroimidazo[1,5-a]pyridin ClC=1C=2N(C=CC1)C=NC2